C(C)OC(=O)C=1SC(=CN1)C=1C=NC(=CC1C(F)F)N[C@H](C(F)(F)F)CC 5-(4-(difluoromethyl)-6-(((S)-1,1,1-trifluorobutan-2-yl)amino)pyridin-3-yl)thiazole-2-carboxylic acid ethyl ester